CN1C=CC2=CC(=CC=C12)N1C(NC2=C(C1=O)C1=C(S2)CN(CC1)C(=O)OC(C)(C)C)=O tert-butyl 3-(1-methyl-1H-indol-5-yl)-2,4-dioxo-1,3,4,5,6,8-hexahydropyrido[4',3':4,5]thieno[2,3-d]pyrimidine-7(2H)-carboxylate